2-chloro-N-(2-cyano-4-(trifluoromethoxy)phenyl)-N-(2-((4,4-difluorocyclohexyl)amino)-2-oxo-1-(pyrimidin-5-yl)ethyl)-2-fluoroacetamide ClC(C(=O)N(C(C(=O)NC1CCC(CC1)(F)F)C=1C=NC=NC1)C1=C(C=C(C=C1)OC(F)(F)F)C#N)F